C(C)(=O)C1=NC=C(C(=C1Cl)CC=O)Cl 2-(2-acetyl-3,5-dichloro-4-pyridinyl)ethanone